C1(CCCCC1)C1C=CNC=C1 4-cyclohexyl-1,4-dihydropyridine